FC(C1=C(N)C=C(C=C1)C(F)(F)F)(F)F 2,5-di-trifluoromethyl-aniline